4-[3-[(2S)-2-[(tert-butoxycarbonyl)amino]-4-carbamoylbutoxy]-2-chlorophenyl]butanoic acid C(C)(C)(C)OC(=O)N[C@H](COC=1C(=C(C=CC1)CCCC(=O)O)Cl)CCC(N)=O